(Ethyl-(tetrahydro-2H-pyran-4-yl)amino)-5-(5-fluoro-2',3',5',6'-tetrahydrospiro[inden-1,4'-pyran]-6-yl)-methyl-benzoic acid C(C)N(C1CCOCC1)C=1C(=C(C(=O)O)C=C(C1)C1=C(C=C2C=CC3(CCOCC3)C2=C1)F)C